N-(2,4-dimethylphenyl)-3-(N-methyl-N-(p-tolyl)sulfamoyl)benzamide CC1=C(C=CC(=C1)C)NC(C1=CC(=CC=C1)S(N(C1=CC=C(C=C1)C)C)(=O)=O)=O